BrC=1C(=CC(=C(C1)NC(=O)NC1=NC=C(N=C1)C)OC[C@@H]1CNCCO1)C N-[5-Bromo-4-methyl-2-[(2S)-2-morpholinylmethoxy]phenyl]-N'-(5-methyl-2-pyrazinyl)urea